C(N)(OC(C(N1C(CCCC1)C=1NC(=CN1)C1=CC=C(C=C1)C)=O)CC(C)(C)C)=O (tert-butyl 1-oxo-1-(2-(5-(p-tolyl) imidazol-2-yl) piperidin-1-yl) propan-2-yl) carbamate